FC(C(=O)O)(F)F.CN(C(C1=NC=CC=C1)=O)C N,N-dimethylpicolinamide trifluoroacetate